C(CCCCCCCCCCC)(=O)OC=1C(C2=CC=CC=C2C(C1C1CCC(CC1)C1=CC=C(C=C1)Cl)=O)=O 3-((1r,4r)-4-(4-chlorophenyl)cyclohexyl)-1,4-dioxo-1,4-dihydronaphthalen-2-yl dodecanoate